O[C@H]1[C@H](NCC1)C(=O)O.[Na] sodium cis-3-hydroxy-L-proline